C(#N)C1=C(C=C(OCCCCCCCCNC(OC(C)(C)C)=O)C=C1)F tert-Butyl N-[8-(4-cyano-3-fluorophenoxy)octyl]carbamate